CC(CCO)CCCC(C)C 3,7-DIMETHYL-Octanol